N1=C2C=3C=CC=CC3C3=C(C2=NN=N1)N=NC(=C3)C(C#N)CCCC hexa-azabenzophenanthryl-hexanenitrile